dioleoyl-ethyl-phosphocholine C(CCCCCCC\C=C/CCCCCCCC)(=O)C(C(OP(=O)([O-])O)CC)([N+](C)(C)C)C(CCCCCCC\C=C/CCCCCCCC)=O